C1(=CC=CC=C1)C1=C(C(=NN=N1)C1=C2C(=C(C(=C1C1=CC=CC=C1)C(C)(C)C)C(C)(C)C)N=C1C=CC3=C4C=CC=CC4=NC3=C12)C1=C(C=CC=C1)C1=CC=CC=C1 (phenyl)(biphenylyl)[di(tert-butyl)phenylindolocarbazolyl]triazine